tert-butyl 3-(bromomethyl)-4-(3,6-dichloropyridazin-4-yl)piperazine-1-carboxylate BrCC1CN(CCN1C1=C(N=NC(=C1)Cl)Cl)C(=O)OC(C)(C)C